(R)-N-(1-(3-(4-cyano-3-(trifluoromethyl)phenyl)-1H-pyrazol-1-yl)propan-2-yl)-3-(furan-2-yl)-1H-pyrazole-5-carboxamide C(#N)C1=C(C=C(C=C1)C1=NN(C=C1)C[C@@H](C)NC(=O)C1=CC(=NN1)C=1OC=CC1)C(F)(F)F